C(CCCCC)OC=1C(=CC=2C3=C4C(=C(C=C3C3=CC(=C(C=C3C2C1)OCCCCCC)OCCCCCC)OCCCCCC)C(=CC=C4)OCCCCCC)O 3,6,7,10,11-penta(hexyloxy)-2-hydroxybenztriphenylene